ClC1=NC=C(C(=N1)C1=CCCN(C1)C(=O)OC(C)(C)C)Cl tert-butyl 5-(2,5-dichloropyrimidin-4-yl)-3,6-dihydropyridine-1(2H)-carboxylate